4-azepan-1-yl-2,2-diphenyl-butanamide N1(CCCCCC1)CCC(C(=O)N)(C1=CC=CC=C1)C1=CC=CC=C1